ClC1=CC=C(COC2=NN=C(S2)NC(C2=C(C=NC=C2)C2=C(C=CC=C2)CCO)=O)C=C1 N-(5-((4-chlorobenzyl)oxy)-1,3,4-thiadiazol-2-yl)-3-(2-(2-hydroxyethyl)phenyl)isonicotinamide